C(C)(C)(C)OC(=O)N1[C@H](C[C@@H](C1)CC1=CC(=CC=C1)C(=O)N1CCC1)C(N[C@H](C(=O)NCC=1C(=NC(=CC1)N)C)C)=O (2R,4S)-2-(((S)-1-(((6-amino-2-methylpyridin-3-yl)methyl)amino)-1-oxoprop-2-yl)carbamoyl)-4-(3-(azetidine-1-carbonyl)benzyl)pyrrolidine-1-carboxylic acid tert-butyl ester